2-Methyl-5-pyrrolidin-3-yl-7-(2-trifluoromethylbenzyl)-2,4,5,7-tetrahydro-pyrazolo[3,4-d]pyrimidin-6-one CN1N=C2N(C(N(CC2=C1)C1CNCC1)=O)CC1=C(C=CC=C1)C(F)(F)F